(R)-2-Ethynyl-N-(4-fluoro-3-methoxyphenyl)-N-(1-(2,2,2-trifluoroethyl)piperidin-3-yl)thiazole-4-carboxamide C(#C)C=1SC=C(N1)C(=O)N([C@H]1CN(CCC1)CC(F)(F)F)C1=CC(=C(C=C1)F)OC